4-((1-(3-(8-fluoro-1-oxo-1,2-dihydroisoquinolin-3-yl)propanoyl)piperidin-4-yl)(methyl)amino)benzonitrile FC=1C=CC=C2C=C(NC(C12)=O)CCC(=O)N1CCC(CC1)N(C1=CC=C(C#N)C=C1)C